(S)-N-((R)-1-(4-carbamimidoylthiophen-2-yl)ethyl)-7-((4-(3,5-dimethylpyridin-2-yl)benzoyl)glycyl)-1,4-dioxa-7-azaspiro[4.4]nonane-8-carboxamide C(N)(=N)C=1C=C(SC1)[C@@H](C)NC(=O)[C@H]1N(CC2(OCCO2)C1)C(CNC(C1=CC=C(C=C1)C1=NC=C(C=C1C)C)=O)=O